tert-butyl 6-chloro-4-morpholino-2,3-dihydro-1H-pyrrolo[3,2-c]pyridine-1-carboxylate ClC1=CC2=C(C(=N1)N1CCOCC1)CCN2C(=O)OC(C)(C)C